OCCN1CCN(CC1)CCS(=O)(=O)O 4-(2-hydroxyethyl)piperazine-ethanesulfonic acid